tert-butyl 3-(7-bromo-5-(1-methyl-1,4,5,6-tetrahydropyrrolo[3,4-c]pyrazole-5-carbonyl)-1H-indol-2-yl)-5,6-dihydropyridine-1(2H)-carboxylate BrC=1C=C(C=C2C=C(NC12)C=1CN(CCC1)C(=O)OC(C)(C)C)C(=O)N1CC=2N(N=CC2C1)C